BrC1=NC=C2C=C(N=C(C2=C1)CN)Cl (7-bromo-3-chloro-2,6-naphthyridin-1-yl)methylamine